OC=1C=C(CNC(CSC=2SC3=C(N2)C=C(C=C3)C(F)(F)F)=O)C=CC1O N-(3,4-dihydroxybenzyl)-2-((5-(trifluoromethyl)benzo[d]thiazol-2-yl)thio)acetamide